1,3-Biphenyl C1(=CC=CC=C1)C=1C=CC=CC1